diethyl ((3-bromo-5-(2-methyl-1-((2-(trimethylsilyl)ethoxy)methyl)-1H-imidazol-5-yl)-7-(4,4,4-trifluorobutoxy)benzo[b]thiophen-2-yl)difluoromethyl)phosphonate BrC=1C2=C(SC1C(F)(F)P(OCC)(OCC)=O)C(=CC(=C2)C2=CN=C(N2COCC[Si](C)(C)C)C)OCCCC(F)(F)F